6-(4-ethoxycarbonyl-1,5-dimethyl-1H-pyrrol-2-yl)-7-[(3S)-3-(morpholino-methyl)-3,4-dihydro-1H-isoquinoline-2-carbonyl]-3,4-dihydro-1H-isoquinoline-2-carboxylic acid benzyl ester C(C1=CC=CC=C1)OC(=O)N1CC2=CC(=C(C=C2CC1)C=1N(C(=C(C1)C(=O)OCC)C)C)C(=O)N1CC2=CC=CC=C2C[C@H]1CN1CCOCC1